BrC1=NN(C2=NC(=NC(=C21)C#N)N2CCC(CC2)(C2=C(C=C(C=C2)F)F)NC([O-])=O)C2OCCCC2 1-(3-Bromo-4-cyano-1-(tetrahydro-2H-pyran-2-yl)-1H-pyrazolo[3,4-d]pyrimidin-6-yl)-4-(2,4-Difluorophenyl)piperidin-4-ylcarbamate